1-[8-amino-7-fluoro-6-(8-methyl-2,3-dihydro-1H-pyrido[2,3-b][1,4]oxazin-7-yl)-3-isoquinolinyl]-3-[(1S)-1-(1-methylpyrazol-4-yl)ethyl]urea NC=1C(=C(C=C2C=C(N=CC12)NC(=O)N[C@@H](C)C=1C=NN(C1)C)C1=C(C2=C(OCCN2)N=C1)C)F